ethyl 4-(4-(4-cyano-4-methylpiperidin-1-yl)quinoline-3-carbonyl)piperazine-1-carboxylate C(#N)C1(CCN(CC1)C1=C(C=NC2=CC=CC=C12)C(=O)N1CCN(CC1)C(=O)OCC)C